ClC1=NC=C(C=N1)COC1=CC=C(C=C1)C=1C=C(C(NC1C(F)(F)F)=O)C#N 5-(4-((2-chloropyrimidin-5-yl)methoxy)phenyl)-2-oxo-6-(trifluoromethyl)-1,2-dihydropyridine-3-carbonitrile